1-(4-fluoro-1-bicyclo[2.2.2]octyl)-3-[[2-(fluoromethoxy)pyridin-4-yl]methyl]urea FC12CCC(CC1)(CC2)NC(=O)NCC2=CC(=NC=C2)OCF